(2,4-Dihydroxy-6-(4-hydroxyphenethyl)phenyl)prop-2-en-1-one OC1=C(C(=CC(=C1)O)CCC1=CC=C(C=C1)O)C(C=C)=O